N-(2-((1r,3r,5r,7r)-adamantan-2-ylamino)ethyl)-1-(2,4-dichlorophenyl)-4-methyl-5-(tetrahydro-2H-pyran-4-yl)-1H-pyrazole-3-carboxamide C12C(C3CC(CC(C1)C3)C2)NCCNC(=O)C2=NN(C(=C2C)C2CCOCC2)C2=C(C=C(C=C2)Cl)Cl